C1(CC1)C=1C(=NON1)C(=O)N[C@H](C=1N=C2N(N=CC(=C2)[C@@H]2C[C@@]23C(N[C@@H](C3)C(F)(F)F)=O)C1)C1CCC(CC1)(F)F |o1:20,22| 4-Cyclopropyl-N-((S)-(4,4-difluorocyclohexyl)(7-((1S*,3S*,6S)-4-oxo-6-(trifluoromethyl)-5-azaspiro[2.4]heptan-1-yl)imidazo[1,2-b]pyridazin-2-yl)methyl)-1,2,5-oxadiazole-3-carboxamide